NC1=NC=NN2C1=C(C=C2C=2C=CC(=C(C(=O)N[C@@H]1CN(C[C@@H]1F)C(=O)C1=NC=CC(=C1)C)C2)C)C(F)(F)F 5-[4-amino-5-(trifluoromethyl)pyrrolo[2,1-f][1,2,4]triazin-7-yl]-N-[(3R,4S)-4-fluoro-1-(4-methylpyridine-2-carbonyl)pyrrolidin-3-yl]-2-methylbenzamide